tert-Butyl (1R,5S,6s)-6-(2-(5-chloropyridin-2-yl)-2-methylbenzo[d][1,3]dioxol-4-yl)-3-azabicyclo[3.1.0]hexane-3-carboxylate ClC=1C=CC(=NC1)C1(OC2=C(O1)C=CC=C2C2[C@@H]1CN(C[C@H]21)C(=O)OC(C)(C)C)C